methyl 6-(2-methoxyphenyl)-[1,2,4]triazolo[1,5-a]pyridine-7-carboxylate COC1=C(C=CC=C1)C=1C(=CC=2N(C1)N=CN2)C(=O)OC